BrCCCCCCOC(O[Si](OCCCCCCCC\C=C/C\C=C/CCCCC)(C)C)CCCCCCC\C=C/C\C=C/CCCCC (20Z,23Z)-1-bromo-8-((8Z,11Z)-heptadeca-8,11-dien-1-yl)-10,10-dimethyl-7,9,11-trioxa-10-silanonacosa-20,23-diene